(E)-6-(4-(Dimethylamino)but-2-enoyl)-4-(4-(1-ethyl-3-(trifluoromethyl)-1H-pyrazol-4-yl)-5-methylthiophen-3-yl)-4,5,6,7-tetrahydrothieno[2,3-c]pyridine-2-carbonitrile CN(C/C=C/C(=O)N1CC2=C(C(C1)C1=CSC(=C1C=1C(=NN(C1)CC)C(F)(F)F)C)C=C(S2)C#N)C